(S)-N-(3-(difluoromethyl)-1-(1-(1-(2-hydroxypropionyl)piperidin-4-yl)azetidin-3-yl)-1H-pyrazol-4-yl)-6-(1-(2,2,2-trifluoroethyl)-1H-pyrazol-4-yl)-2-pyridineamide FC(C1=NN(C=C1NC(=O)C1=NC(=CC=C1)C=1C=NN(C1)CC(F)(F)F)C1CN(C1)C1CCN(CC1)C([C@H](C)O)=O)F